r-butyl (2R,5'S)-5-bromo-5'-carbamoyl-7-fluoro-3-oxo-3,4-dihydrospiro[benzo[b][1,4]oxazine-2,3'-pyrrolidine]-1'-carboxylate BrC1=CC(=CC=2O[C@]3(CN([C@@H](C3)C(N)=O)C(=O)OCCCC)C(NC21)=O)F